(S)-2-((S)-5-fluoro-1,3-dihydroisobenzofuran-1-yl)azetidine FC=1C=C2CO[C@@H](C2=CC1)[C@H]1NCC1